6-(trifluoromethyl)pyridazine-4-carbamic acid tert-butyl ester C(C)(C)(C)OC(NC1=CN=NC(=C1)C(F)(F)F)=O